NC1=NC=C(C2=C1C(=CS2)C2=CC=C(C=C2)OC2=NC=CC(=N2)C)C=O 4-amino-3-(4-((4-methylpyrimidin-2-yl)oxy)phenyl)thieno[3,2-c]pyridine-7-carbaldehyde